CCS(=O)(=O)O monomethylmethanesulfonyl alcohol